2,6-Dimethyl-4-(3-nitrophenyl)-1,4-dihydropyridin CC=1NC(=CC(C1)C1=CC(=CC=C1)[N+](=O)[O-])C